2-phenylnitro-phenyl glycidyl ether C(C1CO1)OC1=C(C(=CC=C1)[N+](=O)[O-])C1=CC=CC=C1